4-(4-(tert-butyldimethylsilyloxy)cyclohexylamino)-6-(5-cyanopyrazin-2-ylamino)-N-methylpyridazine-3-carboxamide [Si](C)(C)(C(C)(C)C)OC1CCC(CC1)NC1=C(N=NC(=C1)NC1=NC=C(N=C1)C#N)C(=O)NC